CN(C=1C=C(C=NC1)N)C N5,N5-dimethylpyridine-3,5-diamine